3-(6-(((3S,5R)-3,5-dimethylpiperazin-1-yl)methyl)pyridin-3-yl)-6-(5-(6-methylpyridin-2-yl)-1H-imidazol-4-yl)quinoline C[C@H]1CN(C[C@H](N1)C)CC1=CC=C(C=N1)C=1C=NC2=CC=C(C=C2C1)C=1N=CNC1C1=NC(=CC=C1)C